7-(4,4,5,5-Tetramethyl-1,3,2-dioxaborolan-2-yl)thieno[3,2-b]pyridine CC1(OB(OC1(C)C)C1=C2C(=NC=C1)C=CS2)C